OC[C@@H](CC(C)C)NC1CC2(C1)CCN(CC2)C(=O)OC(C)(C)C tert-butyl 2-[[(1R)-1-(hydroxymethyl)-3-methyl-butyl]amino]-7-azaspiro[3.5]nonane-7-carboxylate